CC1=NC(=C(C2=C1CC(C2)CNCCC2CN(C(O2)=O)C=2C=CC=1OCC(NC1N2)=O)C)OCCNC 6-[5-[2-[[1,4-dimethyl-3-[2-(methylamino)ethoxy]-6,7-dihydro-5H-cyclopenta[c]pyridin-6-yl]methylamino]ethyl]-2-oxo-1,3-oxazolidin-3-yl]-4H-pyrido[3,2-b][1,4]oxazin-3-one